2-chloro-2-(chlorodifluoromethoxy)-1,1,1-trifluoro-ethane ClC(C(F)(F)F)OC(F)(F)Cl